quinuclidin-4-ylmethyl (S)-1-(4-hydroxyphenyl)-3,4-dihydroisoquinoline-2(1H)-carboxylate OC1=CC=C(C=C1)[C@@H]1N(CCC2=CC=CC=C12)C(=O)OCC12CCN(CC1)CC2